4-((5-(3-Methoxyphenyl)-1-(4-(trifluoromethyl)benzyl)-1H-indol-7-amido)methyl)benzoic acid COC=1C=C(C=CC1)C=1C=C2C=CN(C2=C(C1)C(=O)NCC1=CC=C(C(=O)O)C=C1)CC1=CC=C(C=C1)C(F)(F)F